O[C@@H]1[C@@H](CO[C@@H]([C@@H]1O)CO)N1C(N(CC1)C)=O 1-((3R,4R,5R,6R)-4,5-dihydroxy-6-(hydroxymethyl)tetrahydro-2H-pyran-3-yl)-3-methylimidazolin-2-one